6-(difluoromethoxy)-2-((4-fluoro-2-methylphenyl)-amino)-N-(6-methoxy-2-methylpyridin-3-yl)nicotinamide FC(OC1=NC(=C(C(=O)NC=2C(=NC(=CC2)OC)C)C=C1)NC1=C(C=C(C=C1)F)C)F